ClC=1C(N(N=CC1NC[C@@H]1COCCS1(=O)=O)C1CCC(CC1)N(C1=CC=C(C=C1)CO)C1CC1)=O 4-chloro-2-((1r,4R)-4-(cyclopropyl(4-(hydroxymethyl)phenyl)amino)cyclohexyl)-5-((((R)-4,4-dioxido-1,4-oxathian-3-yl)methyl)amino)pyridazin-3(2H)-one